C1=NC=CC2=C1OC1=C(C[C@H]2CNC)C=CC=C1 |o1:10| (R*)-1-(5,6-dihydrobenzo[6,7]oxepino[2,3-c]pyridin-5-yl)-N-methylmethanamine